ClC1=C(C=CC(=C1)Cl)C=1N=C(NC1C1=CC=CC=C1)CC=1SC=CC1 4-(2,4-Dichlorophenyl)-5-phenyl-2-(2-thienylmethyl)imidazole